5,8-diamino-3,4-dihydro-2H-1-naphthalenone NC1=C2CCCC(C2=C(C=C1)N)=O